CC=1NC=2N(C(C1C1=CC=NC=C1)=O)N=C(C2N2CCCCC2)C2=CC=CC=C2 5-methyl-2-phenyl-3-(piperidin-1-yl)-6-(pyridin-4-yl)pyrazolo[1,5-a]pyrimidin-7(4H)-one